FC1=C(C(=CC(=C1)OC)F)C1=C(C(N(N1C)C1=NC(=CC=C1C(F)(F)F)C(C)(C)O)=O)NC(C1=CC=C(C=C1)OC(F)F)=O N-[5-(2,6-difluoro-4-methoxyphenyl)-2-[6-(2-hydroxypropan-2-yl)-3-(trifluoromethyl)pyridin-2-yl]-1-methyl-3-oxo-2,3-dihydro-1H-pyrazol-4-yl]-4-(difluoromethoxy)benzamide